N-(1-(5-(3-cyano-6-ethoxypyrazolo[1,5-a]pyridin-4-yl)pyridin-2-yl)-4-((prop-2-yn-1-yloxy)methyl)piperidin-4-yl)-2,5-difluorobenzamide C(#N)C=1C=NN2C1C(=CC(=C2)OCC)C=2C=CC(=NC2)N2CCC(CC2)(COCC#C)NC(C2=C(C=CC(=C2)F)F)=O